C(=O)O.ClC=1C=C(C2=C(OCC(N2[C@@H]2CNC3(CCC3)C2)=O)C1)C1=C2C(=NC=C1)C=C(S2)CN2C(CCC2=O)=O (S)-1-((7-(7-chloro-3-oxo-4-(5-azaspiro[3.4]octan-7-yl)-3,4-dihydro-2H-benzo[b][1,4]oxazin-5-yl)thieno[3,2-b]pyridin-2-yl)methyl)pyrrolidine-2,5-dione, formic acid salt